(2S)-3-[1-(cyclopropylmethyl)-1H-indol-3-yl]-2-({[(9H-fluoren-9-yl)methoxy]carbonyl}amino)propanoic acid C1(CC1)CN1C=C(C2=CC=CC=C12)C[C@@H](C(=O)O)NC(=O)OCC1C2=CC=CC=C2C=2C=CC=CC12